1-(2-aminoethyl)-3-(2-chlorophenyl)urea hydrochloride Cl.NCCNC(=O)NC1=C(C=CC=C1)Cl